4-(2-Amino-2-methylpropanoyl)-N-[1-(4-{[4-(2-amino-2-methylpropyl)piperidin-1-yl]methyl}phenyl)-2-oxo-1,2-dihydropyrimidin-4-yl]piperazine-1-carboxamide hydrochloride salt Cl.NC(C(=O)N1CCN(CC1)C(=O)NC1=NC(N(C=C1)C1=CC=C(C=C1)CN1CCC(CC1)CC(C)(C)N)=O)(C)C